FC1=NC(=NC(=C1)C)NC(NC1=CC(=C(C=C1)Cl)C(F)(F)F)=O 3-(4-fluoro-6-methyl-2-pyrimidinyl)-1-[4-chloro-3-(trifluoromethyl)phenyl]urea